1-hexadecanoyl-SN-glycerol C(CCCCCCCCCCCCCCC)(=O)OC[C@@H](O)CO